Phthalic Acid Monomethacrylate C(C(=C)C)(=O)O.C(C=1C(C(=O)O)=CC=CC1)(=O)O